C1(CCC1)C(=O)N1[C@H]([C@H](CC1)NC(=O)[C@H]1OCCC1)CC=1C=C(C=CC1)C1=CC(=CC=C1)F (2S)-N-{cis-1-(cyclobutanecarbonyl)-2-[(3'-fluoro[1,1'-biphenyl]-3-yl)methyl]pyrrolidin-3-yl}oxolane-2-carboxamide